N-[(1S,2S)-2-(tert-butoxy)-1-{5-[3-({6-cyclopropanecarboxamido-3-[(2H3)methylcarbamoyl]pyridazin-4-yl}amino)-2-methoxyphenyl]-1,2,4-oxadiazol-3-yl}propyl]carbamic acid tert-butyl ester C(C)(C)(C)OC(N[C@H]([C@H](C)OC(C)(C)C)C1=NOC(=N1)C1=C(C(=CC=C1)NC1=C(N=NC(=C1)NC(=O)C1CC1)C(NC([2H])([2H])[2H])=O)OC)=O